C(=O)[C@@H]1CN(CCO1)C(=O)OCC1=CC=CC=C1 Benzyl (S)-2-formylmorpholine-4-carboxylate